(2R,3S,4R,5S)-4-[[3-[6-(Difluoromethyl)-2-methoxy-3-pyridyl]-4,5-dimethyl-5-(trifluoromethyl)tetrahydrofuran-2-carbonyl]amino]pyridin-2-carboxamid FC(C1=CC=C(C(=N1)OC)[C@H]1[C@@H](O[C@@]([C@@H]1C)(C(F)(F)F)C)C(=O)NC1=CC(=NC=C1)C(=O)N)F